O=C(OCOCOCN(C)C)N(C(CCC)C1=CC(=CC=C1)OC)CC1=CC=C(C=C1)N(C)C 7-oxo-9-(3-methoxyphenyl)-8-(4-dimethylaminobenzyl)-2,4,6-trioxa-8-aza-dodecyl-N,N-dimethylamine